{2-[4-(5-methyl-[1,3,4]oxadiazol-2-ylamino)-phenyl]-1H-benzimidazol-5-yl}-phenyl-methanone CC1=NN=C(O1)NC1=CC=C(C=C1)C1=NC2=C(N1)C=CC(=C2)C(=O)C2=CC=CC=C2